CC1C(=O)OCCCC1 Methyl-ε-caprolacton